BrC=1C=C(C=CC1)C1(CC2(CC2)C1)CC1=NN=CN1C 3-((5-(3-bromophenyl)spiro[2.3]hexan-5-yl)methyl)-4-methyl-4H-1,2,4-triazole